1,4,7-Trimethyl-1,4,7-triazacyclononan CN1CCN(CCN(CC1)C)C